7β,19-epoxy-5a-hydroxy-cholestan-6-one O[C@]12C([C@H]3[C@H]4[C@@H]5CC[C@H]([C@@H](CCCC(C)C)C)[C@]5(CC[C@@H]4[C@]2(CCCC1)CO3)C)=O